ethyl (2R)-2-amino-2-[3-(trifluoromethoxy) phenyl]acetate hydrochloride Cl.N[C@@H](C(=O)OCC)C1=CC(=CC=C1)OC(F)(F)F